ClC=1C=C2C=CC(=NC2=CC1)C(=O)NNC(=O)[C@@H]1CC[C@H](CC1)NC(OC(C)(C)C)=O trans-tert-butyl (4-(2-(6-chloroquinoline-2-carbonyl)hydrazine-1-carbonyl)cyclohexyl)carbamate